NC1=C2C(=C3C(=N1)C=C(N3)C(=O)N(CC3=C(C=C(C=C3)C3=C(C=CC=C3F)F)F)[C@@H]3CCOC=1C3=NC=CC1)COC2 (R)-5-amino-N-(3,4-dihydro-2H-pyrano[3,2-b]pyridin-4-yl)-N-((2',3,6'-trifluoro-[1,1'-biphenyl]-4-yl)methyl)-6,8-dihydro-1H-furo[3,4-d]pyrrolo[3,2-b]pyridine-2-carboxamide